5,7-dichloro-3-(2-methoxyethyl)-3H-imidazo[4,5-b]pyridine ClC1=CC(=C2C(=N1)N(C=N2)CCOC)Cl